FC(C1=C(N)C=CC(=C1)C#C[Si](C)(C)C)(F)F 2-(trifluoromethyl)-4-((trimethylsilyl)ethynyl)aniline